FC(C1=CC=C(C=C1)C=1NC(=NN1)CN)(F)F 1-{5-[4-(Trifluoromethyl)phenyl]-4H-1,2,4-triazol-3-yl}methylamine